butyl N-ethyl-N-[5-fluoro-3-methyl-2-oxo-3-[(3R)-3-(4-benzyloxy-3-formyl-phenoxy)-1-piperidyl]indolin-7-yl]carbamate C(C)N(C(OCCCC)=O)C=1C=C(C=C2C(C(NC12)=O)(N1C[C@@H](CCC1)OC1=CC(=C(C=C1)OCC1=CC=CC=C1)C=O)C)F